OC(CC(=O)N)(C(C)C)C 3-hydroxy-3,4-dimethylpentanamide